(5-fluoro-2,4-dioxo-3,4-dihydropyrimidin-1(2H)-yl)methyl ((S)-2-((R)-4-amino-2-octanamido-4-oxobutanamido)propyl)(methyl)carbamate NC(C[C@H](C(=O)N[C@H](CN(C(OCN1C(NC(C(=C1)F)=O)=O)=O)C)C)NC(CCCCCCC)=O)=O